C12(CC3CC(CC(C1)C3)C2)CNCCCCCCCC2=C3CN(C(C3=CC=C2)=O)C2C(NC(CC2)=O)=O 3-(4-(7-(((adamantan-1-yl)methyl)amino)heptyl)-1-oxoisoindolin-2-yl)piperidine-2,6-dione